(E)-2-cyano-3-(3-methoxy-4-((2-methyl-[1,1'-biphenyl]-3-yl)methoxy)-5-nitrophenyl)acrylamide C(#N)/C(/C(=O)N)=C\C1=CC(=C(C(=C1)[N+](=O)[O-])OCC=1C(=C(C=CC1)C1=CC=CC=C1)C)OC